5-[1-(2-azidoethyl)-2,3-dihydro-1H-isoindol-2-yl]-4-(trifluoromethyl)-2-[[2-(trimethylsilyl)ethoxy]methyl]-2,3-dihydropyridazin-3-one N(=[N+]=[N-])CCC1N(CC2=CC=CC=C12)C1=C(C(N(N=C1)COCC[Si](C)(C)C)=O)C(F)(F)F